calcium bis(monoethyl (3,5-di-tert-butyl-4-hydroxybenzyl) phosphonate) C(C)C(C1=CC(=C(C(=C1)C(C)(C)C)O)C(C)(C)C)P([O-])([O-])=O.C(C)C(C1=CC(=C(C(=C1)C(C)(C)C)O)C(C)(C)C)P([O-])([O-])=O.[Ca+2].[Ca+2]